(2-((4H-1,2,4-triazol-3-yl)amino)pyridin-4-yl)-7-(3,3-dimethylbut-1-yn-1-yl)-1H-indazol-3-amine N=1N=C(NC1)NC1=NC=CC(=C1)N1N=C(C2=CC=CC(=C12)C#CC(C)(C)C)N